ethyl 2-(5-(3-iodobenzamido)-2-oxopyridin-1(2H)-yl)acetate IC=1C=C(C(=O)NC=2C=CC(N(C2)CC(=O)OCC)=O)C=CC1